1-(bicyclo[1.1.1]pentan-1-yl)-N-((R)-1-(3-(difluoromethyl)-2-fluorophenyl)ethyl)-4-(((3S,4R)-3-fluoro-1-methylpiperidin-4-yl)amino)-6-oxo-1,6-dihydropyridine-3-carboxamide C12(CC(C1)C2)N2C=C(C(=CC2=O)N[C@H]2[C@H](CN(CC2)C)F)C(=O)N[C@H](C)C2=C(C(=CC=C2)C(F)F)F